COC=1C=C2C(=CC=NC2=CC1)[C@H]1CN(C(O1)=O)C1CCN(CC1)C(C(F)(F)F)=O (S)-5-(6-Methoxyquinolin-4-yl)-3-(1-(2,2,2-trifluoroacetyl)piperidin-4-yl)oxazolidin-2-one